OCCN1N=CC(=C1)NC1=NC=C2C(=N1)N(N=C2)CC=2C=C(C=CC2)NC(C=CC)=O N-(3-((6-((1-(2-hydroxyethyl)-1H-pyrazol-4-yl)amino)-1H-pyrazolo[3,4-d]pyrimidin-1-yl)methyl)phenyl)but-2-enamide